[Si](C)(C)(C(C)(C)C)OCC=1C=C(N)C=CC1 3-[[(tert-butyldimethylsilyl)oxy]methyl]aniline